FC=1C=C(C=NC1)NC(=O)C=1C=C2C(=NC1)NC=C2C2=CC=1N(C=C2)N=CC1C=1C=NN(C1)C N-(5-fluoropyridin-3-yl)-3-(3-(1-methyl-1H-pyrazol-4-yl)pyrazolo[1,5-a]pyridin-5-yl)-1H-pyrrolo[2,3-b]pyridine-5-carboxamide